FC1=CC=C(C=C1)C(NC(=O)C=1C(NC(=CC1)C(F)(F)F)=O)C1=CC=C(C=C1)F N-(bis(4-fluorophenyl)methyl)-2-oxo-6-(trifluoromethyl)-1,2-dihydropyridine-3-carboxamide